C(C=C)C1N(CCN(C1)C(=O)OCC1=CC=CC=C1)C(=O)OC(C)(C)C 4-benzyl 1-(tert-butyl) 2-allylpiperazine-1,4-dicarboxylate